C(C)(C)(C)OC(=O)N1CC(C1)N1C(C(C(C1)C1=C(C(=CC=C1OCOCC[Si](C)(C)C)Cl)Cl)(C(=O)OC)C)=O methyl 1-[1-(tert-butoxycarbonyl)azetidin-3-yl]-4-(2,3-dichloro-6-[[2-(trimethylsilyl)ethoxy]methoxy]phenyl)-3-methyl-2-oxopyrrolidine-3-carboxylate